ClC=1C(=NC(=CC1)OC)COC1=NC=2N(C=C1)N=C(C2)C(=O)NC2(CCS(CC2)(=O)=O)C 5-((3-Chloro-6-methoxypyridin-2-yl)methoxy)-N-(4-methyl-1,1-dioxidotetrahydro-2H-thiopyran-4-yl)pyrazolo[1,5-a]pyrimidine-2-carboxamide